2-fluoro-2-(1-(1-(4-(trifluoromethoxy)phenyl)-1H-1,2,4-triazol-3-yl)piperidin-4-yl)ethan-1-amine hydrochloride Cl.FC(CN)C1CCN(CC1)C1=NN(C=N1)C1=CC=C(C=C1)OC(F)(F)F